glycidylpropoxymethyldiethoxysilane C(C1CO1)[Si](OCC)(OCC)COCCC